FC1=C2C=C(N(C2=CC=C1C1=C(C(=NC=2C(=CNC(C12)=O)C(=O)N1CCC(CC1)F)OC)OC)C)C (4-fluoro-1,2-dimethyl-1H-indol-5-yl)-8-(4-fluoropiperidine-1-carbonyl)-2,3-dimethoxy-5,6-dihydro-1,6-naphthyridin-5-one